5-(4-((S)-2-(4-isobutylphenyl)propionyl)piperazin-1-yl)-5-oxopentanoic acid C(C(C)C)C1=CC=C(C=C1)[C@@H](C(=O)N1CCN(CC1)C(CCCC(=O)O)=O)C